N-[4-(4-methylpiperazin-1-yl)phenyl]-6-propyl-6H-pyrimido[5,4-c][2,1]benzothiazin-2-amine 5,5-dioxide CN1CCN(CC1)C1=CC=C(C=C1)NC=1N=CC=2S(N(C3=C(C2N1)C=CC=C3)CCC)(=O)=O